NC1=NC=CC(=C1)CN1C(N(C(C1(C)C)=O)C1=CC=C(C#N)C=C1)=O 4-(3-((2-aminopyridin-4-yl)methyl)-4,4-dimethyl-2,5-dioxoimidazolidin-1-yl)benzonitrile